CN[C@H](CCS)C(=O)O methyl-D-homocysteine